4-(4-amino-2-fluorophenyl)-6-methyl-1,6-dihydro-7H-pyrazolo[3,4-c]Pyridine NC1=CC(=C(C=C1)C=1C2=C(CN(C1)C)NN=C2)F